ClC1=CC(=C2C(N(C(C2=C1)CC=1C(=NC=CC1C)C#N)CC=1C=NC(=CC1)OC)=O)F 3-((6-chloro-4-fluoro-2-((6-methoxypyridin-3-yl)methyl)-3-oxoisoindolin-1-yl)methyl)-4-methylpicolinonitrile